2-(3-ethylsulfonyl-5-pentafluoroethylpyridin-2-yl)-3-methyl-6-trifluoromethyl-3H-imidazo[4,5-b]pyridine C(C)S(=O)(=O)C=1C(=NC=C(C1)C(C(F)(F)F)(F)F)C1=NC=2C(=NC=C(C2)C(F)(F)F)N1C